C(CCC)[C@]1(CS(C2=C(N(C1)C1=CC=C(C=C1)F)C=C(C(=C2)O)SC)(=O)=O)CC |r| racemic-3-butyl-3-ethyl-5-(4-fluorophenyl)-8-hydroxy-7-(methylthio)-2,3,4,5-tetrahydro-1,5-benzothiazepine 1,1-dioxide